CC(=CCO)CCCC(CCCC(CCCC(C)C)C)C 3,7,11,15-tetramethyl-hexadec-2-en-1-ol